CS(=O)(=O)O.C1(=CC=CC=C1)P(C1=C2OC=3C(=CC=CC3C(C2=CC=C1)(C)C)P(C1=CC=CC=C1)C1=CC=CC=C1)C1=CC=CC=C1 (5-diphenylphosphanyl-9,9-dimethyl-xanthen-4-yl)-diphenyl-phosphane methanesulfonate